BrC1(C(C=C(C=C1)Br)OCCOCCOCCOC)OCC 2,5-dibromo-2-ethoxy-1-(1,4,7,10-tetraoxaundecyl)benzene